N6-(1-ethylpropyl)-3-isopropyl-N8-[2-(3-pyridyl)ethyl]-[1,2,4]triazolo[4,3-b]pyridazine-6,8-diamine C(C)C(CC)NC=1C=C(C=2N(N1)C(=NN2)C(C)C)NCCC=2C=NC=CC2